tert-butyl (3S)-3-((4-(6-cyano-1-(tetrahydro-2H-pyran-2-yl)-1H-pyrazolo[3,4-b]pyridin-3-yl)-5-isopropylpyrimidin-2-yl)amino)piperidine-1-carboxylate C(#N)C1=CC=C2C(=N1)N(N=C2C2=NC(=NC=C2C(C)C)N[C@@H]2CN(CCC2)C(=O)OC(C)(C)C)C2OCCCC2